4-((3S)-1-(1-((3-(3,5-difluorobenzyl)-1,2,4-oxadiazol-5-yl)amino)-1-oxopropan-2-yl)-4,4-difluoropiperidin-3-yl)pyridine 1-oxide FC=1C=C(CC2=NOC(=N2)NC(C(C)N2C[C@@H](C(CC2)(F)F)C2=CC=[N+](C=C2)[O-])=O)C=C(C1)F